5-methyl-6-(2-methylphenyl)-4-phenylpyrimidinate CC=1C(=NC(=NC1C1=C(C=CC=C1)C)C(=O)[O-])C1=CC=CC=C1